tert-butyl(3-((1-(4-methoxybenzyl)-5-(4H-1,2,4-triazol-4-yl)-1H-indazol-7-yl)amino)propyl)carbamate C(C)(C)(C)OC(NCCCNC=1C=C(C=C2C=NN(C12)CC1=CC=C(C=C1)OC)N1C=NN=C1)=O